1-amino-2,3-dimethyl-pyridinium 2,4-dinitro-phenolate [N+](=O)([O-])C1=C(C=CC(=C1)[N+](=O)[O-])[O-].N[N+]1=C(C(=CC=C1)C)C